NC=1C(N(C=CN1)CC1=C(C=C2[C@](N(C(NC2=C1)=O)C)(C(F)(F)F)C#CC1CC1)Cl)=O (S)-7-((3-amino-2-oxopyrazin-1(2H)-yl)methyl)-6-chloro-4-(cyclopropylethynyl)-3-methyl-4-(trifluoromethyl)-3,4-dihydroquinazolin-2(1H)-one